3-(3-(3-(4-chlorophenyl)-3,8-diazabicyclo[3.2.1]octan-8-yl)-3-oxopropyl)-7-fluoro-5-methylisoquinolin-1(2H)-one ClC1=CC=C(C=C1)N1CC2CCC(C1)N2C(CCC=2NC(C1=CC(=CC(=C1C2)C)F)=O)=O